N-(1-(3-((4-(trifluoromethyl)phenyl)amino)pyrazin-2-yl)pyrrolidin-3-yl)acrylamide FC(C1=CC=C(C=C1)NC=1C(=NC=CN1)N1CC(CC1)NC(C=C)=O)(F)F